3-amino-2,2-dimethylpropionamide NCC(C(=O)N)(C)C